neopentyl glycol bis[3-(1-aziridinyl) propionate] N1(CC1)CCC(=O)OCC(C)(COC(CCN1CC1)=O)C